tert-butyl (3S,5S)-3-fluoro-5-[[4-[2-methyl-4-[7-(2,2,2-trifluoroethylsulfonylamino)indan-4-yl]oxy-thiazol-5-yl]pyrimidin-2-yl]amino]piperidine-1-carboxylate F[C@@H]1CN(C[C@H](C1)NC1=NC=CC(=N1)C1=C(N=C(S1)C)OC1=C2CCCC2=C(C=C1)NS(=O)(=O)CC(F)(F)F)C(=O)OC(C)(C)C